C(C)N1N=CC(=C1)NC=1N=C(C2=C(N1)NC=C2)O[C@@H]2CN(CC[C@H]2F)C(C=C)=O 1-((3R,4R)-3-((2-((1-Ethyl-1H-pyrazol-4-yl)amino)-7H-pyrrolo[2,3-d]pyrimidin-4-yl)oxy)-4-fluoropiperidin-1-yl)prop-2-en-1-on